4-(4-(((R)-1-(4-bromothiophen-2-yl)ethyl)amino)-7-methoxy-2-methylquinazolin-6-yl)cyclohex-3-ene-1-carboxylic acid methyl ester COC(=O)C1CC=C(CC1)C=1C=C2C(=NC(=NC2=CC1OC)C)N[C@H](C)C=1SC=C(C1)Br